FC1=C(C=CC=C1)N1CCC=2C(=NC=3C(=CC=CC3C21)C)C 1-(2-fluorophenyl)-4,6-dimethyl-1H,2H,3H-pyrrolo[3,2-c]quinoline